ClC=1C=C(C#N)C=C(C1)C(CO)CN1C[C@H]([C@@H](C1)COC1=CC=C(C=C1)S(=O)(=O)C)C 3-chloro-5-(1-hydroxy-3-((3S,4S)-3-methyl-4-((4-(methylsulfonyl)phenoxy)methyl)pyrrolidin-1-yl)propan-2-yl)benzonitrile